O1C=CC2=C1C(=CC=C2)C=2C=C(SC2)C(CC(=O)OC)=O methyl 3-(4-(benzofuran-7-yl) thiophen-2-yl)-3-oxopropanoate